C1(=CC=CC2=CC=CC=C12)N(C1=CC=2C3(C4=CC(=CC=C4C2C=C1)N(C1=CC=CC=C1)C1=CC=CC2=CC=CC=C12)C1=CC=CC=C1C=1C=CC=CC13)C1=CC=CC=C1 N,N'-Bis(naphthalen-1-yl)-N,N'-bis(phenyl)-2,7-diamino-9,9-spirobifluoren